C(C=C)OCC1OC1 2-(prop-2-enoxymethyl)oxirane